CC1=NNC(=C1C=1N=C(C2=C(N1)C=NC=C2)NC(CC(C)(O)C)(C)C)C 4-{[2-(3,5-dimethyl-1H-pyrazol-4-yl)pyrido[3,4-d]pyrimidin-4-yl]amino}-2,4-dimethylpentan-2-ol